20-azido-N-(1,10-phenanthrolin-5-yl)-3,6,9,12,15,18-hexaoxaicosanamide N(=[N+]=[N-])CCOCCOCCOCCOCCOCCOCC(=O)NC1=C2C=CC=NC2=C2N=CC=CC2=C1